ClC=1C=CC(=NC1)CN1C(=NC=2N(C(N(C(C12)=O)CCCO)=O)C)OC1=CC(=CC=C1)C(C)C 7-((5-chloropyridin-2-yl)methyl)-1-(3-hydroxypropyl)-8-(3-isopropylphenoxy)-3-methyl-1H-purine-2,6(3H,7H)-dione